ClC=1C=CC(=C(C1)C1=CC(=C(N=N1)OCCN1CCN(CC1)C)NC1=C2C(=NC=C1)NC=C2)F 6-(5-chloro-2-fluorophenyl)-3-[2-(4-methylpiperazin-1-yl)ethoxy]-N-{1H-pyrrolo[2,3-b]pyridin-4-yl}pyridazin-4-amine